N-{[2-fluoro-3-methoxy-6-(4-methyl-1,2,3-triazol-1-yl)phenyl]methyl}-1-[(2-isopropyl-1,3-dihydroisoindol-5-yl)methyl]-1,2,3-triazole-4-carboxamide FC1=C(C(=CC=C1OC)N1N=NC(=C1)C)CNC(=O)C=1N=NN(C1)CC=1C=C2CN(CC2=CC1)C(C)C